C(#C)C=1SC=C(N1)NC(C1=CC=CC=C1)=O N-(2-ethynyl-thiazol-4-yl)benzamide